(2S,4R)-1-((2S)-2-(adamantan-1-yl)-2-(4-cyclopropyl-1H-1,2,3-triazol-1-yl)acetyl)-N-(1-(2-chloro-4-(4-methylthiazol-5-yl)phenyl)ethyl)-4-hydroxypyrrolidine-2-carboxamide C12(CC3CC(CC(C1)C3)C2)[C@@H](C(=O)N2[C@@H](C[C@H](C2)O)C(=O)NC(C)C2=C(C=C(C=C2)C2=C(N=CS2)C)Cl)N2N=NC(=C2)C2CC2